NC1=NC=CC(=C1)C=1NC2=CC=C(C=C2C1C(C)C)C=1OC=C(N1)C(=O)NC1CCN(CC1)C(C)C 2-(2-(2-aminopyridin-4-yl)-3-isopropyl-1H-indol-5-yl)-N-(1-isopropylpiperidin-4-yl)oxazole-4-carboxamide